C(C)(C)OC=1C=C2C(=NN(C2=CC1)C1OCCCC1)C1=NC=CC(=N1)C=1C(=NN(C1)C(C(=O)O)C)C 2-[4-[2-(5-isopropoxy-1-tetrahydropyran-2-yl-indazol-3-yl)pyrimidin-4-yl]-3-methyl-pyrazole-1-yl]propionic acid